3-[(Cyclopentylamino)methyl]-1H-indol-4-ol C1(CCCC1)NCC1=CNC=2C=CC=C(C12)O